(1-oxo-1-((2-(4'-(trifluoromethyl)-[1,1'-biphenyl]-4-yl)ethyl)amino)hexan-2-yl)carbamate O=C(C(CCCC)NC([O-])=O)NCCC1=CC=C(C=C1)C1=CC=C(C=C1)C(F)(F)F